BrC1=C(C2=C(C(N(C2=O)CC2=CC=C(C=C2)OC)(C)C)S1)C 2-Bromo-5-(4-methoxybenzyl)-3,6,6-trimethyl-5,6-dihydro-4H-thieno[2,3-c]pyrrol-4-one